O=C1N(CC2=CC(=CC=C12)N1CCC2(CNC2)CC1)N1C(CCCC1=O)=O (1-oxo-5-(2,7-diazaspiro[3.5]nonan-7-yl)isoindolin-2-yl)piperidine-2,6-dione